CN([C@@H](C(=O)NC=1C(=C2CC(CC2=CC1)CNCCC1CN(C(O1)=O)C1=NC2=C(OCC(N2)=O)N=C1)F)C)C (2R)-2-(dimethylamino)-N-[4-fluoro-2-[[2-[2-oxo-3-(3-oxo-4H-pyrazino[2,3-b][1,4]oxazin-6-yl)oxazolidin-5-yl]ethylamino]methyl]indan-5-yl]propanamide